4-chloro-7-[3-(4-methylpiperazin-1-yl)propoxy]quinoline ClC1=CC=NC2=CC(=CC=C12)OCCCN1CCN(CC1)C